COC(C(C(C#N)(C)C)C(OC)OC)OC 3-(dimethoxymethyl)-4,4-dimethoxy-2,2-dimethylbutanenitrile